2-ethyl-2'-methyl-1'-(1H-triazol-4-ylmethyl)spiro[6,7-dihydrothieno[3,2-c]pyran-4,4'-piperidine] C(C)C1=CC2=C(CCOC23CC(N(CC3)CC=3N=NNC3)C)S1